(S)-N-(3-(1-((5H-pyrrolo[2,3-b]pyrazin-2-yl)amino)ethyl)phenyl)-5-isopropylisoxazole-3-carboxamide N1=C2C(=NC=C1N[C@@H](C)C=1C=C(C=CC1)NC(=O)C1=NOC(=C1)C(C)C)NC=C2